7-((5-chloro-2-((3-fluoro-4-(hexahydropyrrolo[1,2-a]pyrazin-2(1H)-yl)-2-methoxyphenyl)amino)pyrimidin-4-yl)amino)isoindolin-1-one ClC=1C(=NC(=NC1)NC1=C(C(=C(C=C1)N1CC2N(CC1)CCC2)F)OC)NC=2C=CC=C1CNC(C21)=O